COC1=CC=C(COC=2N=CC(=NC2)N2C(NC3=C(C2=O)SC=N3)=S)C=C1 6-(5-((4-Methoxybenzyl)oxy)pyrazin-2-yl)-5-thioxo-5,6-dihydrothiazolo[4,5-d]pyrimidin-7(4H)-one